9-(6-(1H-benzo[d]imidazol-2-yl)picolinoyl)-3,9-diazaspiro[5.5]undecane-3-carboxylate N1C(=NC2=C1C=CC=C2)C2=CC=CC(=N2)C(=O)N2CCC1(CCN(CC1)C(=O)[O-])CC2